(E)-1-(1,3-Dithian-2-yl)-3-(4-fluorophenyl)-2-phenylprop-2-en-1-one S1C(SCCC1)C(\C(=C\C1=CC=C(C=C1)F)\C1=CC=CC=C1)=O